NCCCCCCCCNC=1C(=C(C(=O)NC=2SC(=C(N2)C)C)C=CC1)C ((8-aminooctyl)amino)-N-(4,5-dimethylthiazol-2-yl)-2-methylbenzamide